4-(4-Hydroxy-3,5-dimethylphenyl)-cinnolin OC1=C(C=C(C=C1C)C1=CN=NC2=CC=CC=C12)C